sodium 1-(4-(methoxycarbonyl)benzyl)-1,2-dimethyl-1H-benzo[e]indole-6,8-disulfonate COC(=O)C1=CC=C(CC2(C(=NC=3C=CC4=C(C23)C=C(C=C4S(=O)(=O)[O-])S(=O)(=O)[O-])C)C)C=C1.[Na+].[Na+]